4-(4-(2,4-Dioxotetrahydropyrimidine-1(2H)-yl)-3-methylphenyl)piperazine-1-carboxylic acid tert-butyl ester C(C)(C)(C)OC(=O)N1CCN(CC1)C1=CC(=C(C=C1)N1C(NC(CC1)=O)=O)C